C(C1=CC(C(=O)O)=CC(C(=O)N)=C1)(=O)N trimesic acid, diamide